ClC=1C=C(C=CC1)NC(C(C1=CC=C(C=C1)C=1N=NN(N1)C)C1CC(CC1)(F)F)=O N-(3-Chlorophenyl)-2-(3,3-difluorocyclopentyl)-2-(4-(2-methyl-2H-tetrazol-5-yl)phenyl)acetamide